7-(4-chlorobenzyl)-8-(3-(cyclopropyl-(methyl)amino)-3-methylbut-1-yn-1-yl)-1-(3-hydroxypropyl)-3-methyl-3,7-dihydro-1H-purine-2,6-dione ClC1=CC=C(CN2C(=NC=3N(C(N(C(C23)=O)CCCO)=O)C)C#CC(C)(C)N(C)C2CC2)C=C1